C1(=CC=CC=2SC3=C(C21)C=CC=C3)C=3SC2=C(C3)C=CC=C2 dibenzothienylBenzothiophene